5-[[3-Fluoro-4-[(2-guanidinooxyacetyl)amino]phenyl]sulfonylamino]thiazol FC=1C=C(C=CC1NC(CONC(=N)N)=O)S(=O)(=O)NC1=CN=CS1